BrC=1C=C2C(CC3(CN(CC3)C(=O)C3=NC=C(C=C3)F)C2=CC1)O (5-bromo-3-hydroxy-2,3-dihydro-spiro[inden-1,3'-pyrrolidin]-1'-yl)(5-fluoropyridin-2-yl)methanone